N-(3-(3-chlorophenyl)propyl)-1-(7-methylthiothieno[3,2-d]pyrimidin-4-yl)piperidin-4-amine ClC=1C=C(C=CC1)CCCNC1CCN(CC1)C=1C2=C(N=CN1)C(=CS2)SC